methoxyiridium CO[Ir]